FC(OC=1C=C(OC=2SC=C(N2)C2CC(CC(C2)=O)=O)C=CC1)(F)F 5-(2-(3-(trifluoromethoxy)phenoxy)thiazol-4-yl)cyclohexane-1,3-dione